N1=CC(=CC2=CC=CC=C12)C(=O)[O-] quinoline-3-carboxylate